C(CCCCCCCCCCCCCCCCCCCCC)(=O)O.OC[C@H](O)[C@@H](O)[C@H](O)[C@H](O)CO sorbitol mono-behenate